N-(4-bromo-2,5-dimethylphenyl)-N-{2-methyl-2H,3H-[1,4]dioxino[2,3-b]pyridin-6-yl}prop-2-enamide BrC1=CC(=C(C=C1C)N(C(C=C)=O)C1=CC=C2C(=N1)OCC(O2)C)C